1-(5-(2-Fluoro-5-((4-oxo-3,4-dihydrophthalazin-1-yl)methyl)phenyl)-1H-benzoimidazol-2-yl)-3-(tetrahydro-2H-pyran-4-yl)urea FC1=C(C=C(C=C1)CC1=NNC(C2=CC=CC=C12)=O)C1=CC2=C(NC(=N2)NC(=O)NC2CCOCC2)C=C1